FC1([C@H](CNC[C@H]1C)CCO)F 2-[(3s,5r)-4,4-difluoro-5-methyl-3-piperidinyl]ethanol